CN(C1=CC=C(C=C1)CC1=C(N=C2N1C=CC=C2)C2=CC=C(C=C2)C(F)(F)F)C N,N-Dimethyl-4-((2-(4-(trifluoromethyl)phenyl)imidazo[1,2-a]pyridin-3-yl)methyl)aniline